CC1(CCC1)OC1=C(C(=NC=N1)NCC1=NC=CC=C1)N 6-(1-methylcyclobutoxy)-N4-(pyridin-2-ylmethyl)pyrimidine-4,5-diamine